C(#N)C1=NN(C=N1)CC1=CC=C(C=C1)C=C 3-cyano-1-(4-vinylbenzyl)-1H-1,2,4-triazole